FC(C1=NNC(=C1)C)(F)F 3-trifluoromethyl-5-methyl-1H-pyrazol